1-(2-((tert-butyldimethylsilyl)oxy)-2-methylpropyl)-2-(ethoxymethyl)-5-(naphthalen-2-yl)-1H-imidazole [Si](C)(C)(C(C)(C)C)OC(CN1C(=NC=C1C1=CC2=CC=CC=C2C=C1)COCC)(C)C